C(C)N1C(CCC1)=O ethyl-pyrrolidinone